(2r,3s)-2-(2,4-difluorophenyl)-3-(5-fluoro-4-pyrimidinyl)-1-(1H-1,2,4-triazol-1-yl)2-butanol FC1=C(C=CC(=C1)F)[C@@](CN1N=CN=C1)([C@@H](C)C1=NC=NC=C1F)O